NC([C@H](CCC(=O)OC(C)(C)C)N1C(C2=CC=C(C=C2C1)C(N[C@@H](C(F)(F)F)C1=NC=CC=C1Cl)=O)=O)=O (S)-tert-butyl 5-amino-4-(5-(((R)-1-(3-chloropyridin-2-yl)-2,2,2-trifluoroethyl)carbamoyl)-1-oxoisoindolin-2-yl)-5-oxopentanoate